NC=1C(=CC2=C(N(C(C3(CC3)O2)=O)C(C#C)([2H])[2H])C1)F 6-amino-4-(1,1-dideuterioprop-2-ynyl)-7-fluoro-spiro[1,4-benzoxazine-2,1-cyclopropane]-3-one